5-(bromomethyl)-1-methyl-imidazole BrCC1=CN=CN1C